Cl.CN(C)CC1=C(C=CC=C1)N1C[C@H](CC1)OC1=NC=C(C=C1)C(F)(F)F (S)-N,N-dimethyl-1-(2-(3-(5-(trifluoromethyl)pyridin-2-yloxy)pyrrolidin-1-yl)phenyl)methylamine hydrochloride